N-(4-(3-amino-7-(5-(1-(azetidin-3-yl)piperidin-4-yl)pyridin-2-yl)-1H-pyrazolo[4,3-c]pyridin-4-yl)benzyl)-5-fluoro-2-methoxybenzamide NC1=NNC2=C1C(=NC=C2C2=NC=C(C=C2)C2CCN(CC2)C2CNC2)C2=CC=C(CNC(C1=C(C=CC(=C1)F)OC)=O)C=C2